(benzyloxycarbonyloxy) undecanoate C(CCCCCCCCCC)(=O)OOC(=O)OCC1=CC=CC=C1